5-oxopyrrolidine-3-carboxylic acid O=C1CC(CN1)C(=O)O